NC1=C(C(=NN1C(C)C)C1=CC=C(C=C1)S(NC1=CC(=CC=C1)C(F)(F)F)(=O)=O)C(=O)N 5-amino-1-isopropyl-3-(4-(N-(3-(trifluoromethyl)phenyl)sulfamoyl)phenyl)-1H-pyrazole-4-carboxamide